4,7-dibromo-1,10-phenanthroline BrC1=CC=NC2=C3N=CC=C(C3=CC=C12)Br